7-ethyl-4-(4-fluoro-3-(4,4,5,5-tetramethyl-1,3,2-dioxaborolane-2-yl)phenyl)-7H-Imidazo[4,5-c]pyridazine C(C)N1C=NC2=C1N=NC=C2C2=CC(=C(C=C2)F)B2OC(C(O2)(C)C)(C)C